C(CCCCCCCCCCCCCCCCCCC)Br eicosyl bromide